2-fluoro-5-(trifluoromethyl)benzenesulfonamide FC1=C(C=C(C=C1)C(F)(F)F)S(=O)(=O)N